C(C)OC(C=CC1=NN(C(=C1)C)C(F)F)=O 3-[1-(difluoromethyl)-5-methyl-pyrazol-3-yl]prop-2-enoic acid ethyl ester